N-methyl-5-(trifluoromethyl)pyridine-2,3-diamine CNC1=NC=C(C=C1N)C(F)(F)F